tert-butyl 7-(dimethoxymethyl)-4-(N-methyl-N-(tetrahydrofuran-3-yl)amino)-3,4-dihydro-2,4-methylene-1,8-naphthyridine-1(2H)-carboxylate COC(C1=CC=C2C3(CC(N(C2=N1)C(=O)OC(C)(C)C)C3)N(C3COCC3)C)OC